ClC1=C(C(=O)O)C=CC(=C1COC1=CC(=NN1C)C)S(=O)(=O)C 2-chloro-3-(1,3-dimethyl-1H-pyrazol-5-oxy)methyl-4-methylsulfonylbenzoic acid